C(C)(C)/N=N/C(C)C (E)-diisopropyl-diazene